NC=1C=2N(C3=CC(=CC=C3N1)C(=O)N1C(CCCC1)C1=CC=C(C=C1)F)C=CC2 (4-Aminopyrrolo[1,2-a]quinoxalin-8-yl)(2-(4-fluorophenyl)piperidin-1-yl)methanone